N6-((2-(3-methyl-3H-diazirin-3-yl)ethoxy)carbonyl)lysine CC1(N=N1)CCOC(=O)NCCCC[C@H](N)C(=O)O